[P].[Ge].[Bi] bismuth-germanium phosphorus